5-[4-[(1,1-dioxo-1,4-thiazin-4-yl)methyl]phenyl]-[1,2,4]triazole O=S1(C=CN(C=C1)CC1=CC=C(C=C1)C1=NC=NN1)=O